3,4-dihydro-1H-isoquinolin-2-yl-[4,6-dihydroxy-3-methyl-2-(2-pyridylmethoxy)phenyl]methanone C1N(CCC2=CC=CC=C12)C(=O)C1=C(C(=C(C=C1O)O)C)OCC1=NC=CC=C1